ClCC(CC(C)C)=O 1-Chloro-4-Methylpentan-2-on